2-(2-Chloro-5-isopropyl-8-oxothieno[2',3':4,5]pyrrolo[1,2-d][1,2,4]triazin-7(8H)-yl)-N-(3-hydroxy-3-methyl-butyl)acetamide (+-)-ethyl-2-nonyl-2-cyclopropene-1-carboxylate C(C)OC(=O)[C@H]1C(=C1)CCCCCCCCC.ClC1=CC2=C(C=C3N2C(=NN(C3=O)CC(=O)NCCC(C)(C)O)C(C)C)S1 |r|